C(CCCN(S(NCC1=CC=C(C=C1)OC(C1=CC=C(C=C1)NC(=N)N)=O)(=O)=O)[C@H](C(=O)O)CC(=O)O)N(S(NCC1=CC=C(C=C1)OC(C1=CC=C(C=C1)NC(=N)N)=O)(=O)=O)[C@H](C(=O)O)CC(=O)O (2S,2'S)-2,2'-(butane-1,4-diyl-bis((N-(4-((4-guanidinobenzoyl)oxy)benzyl)sulfamoyl)azanediyl))disuccinic acid